5-hydroxy-4-methylisobenzofurane-1(3H)-one OC=1C(=C2COC(C2=CC1)=O)C